NCC1=CC2=C(N(C(=N2)CN2C(N(C3=C2C=C(C=C3F)F)C3CC3)=O)CCCC(F)(F)F)C=C1 1-((5-(Aminomethyl)-1-(4,4,4-trifluorobutyl)-1H-benzo[d]imidazol-2-yl)methyl)-3-cyclopropyl-4,6-difluoro-1,3-dihydro-2H-benzo[d]imidazol-2-one